CP(C)NC1=CC=CC=C1 (dimethylphosphino)aniline